iminodiacetic acid aluminum [Al].N(CC(=O)O)CC(=O)O